F[C@]1(C[C@@H]2C[C@H](NC[C@@H]2CC1)C(=O)OCCCCCCCC)CCC1=NN=NN1 octyl (3S,4aS,6S,8aR)-6-fluoro-6-[2-(1H-1,2,3,4-tetrazol-5-yl)ethyl]-decahydroisoquinoline-3-carboxylate